CSC(C)SC 1,1-bis(Methylthio)ethane